2-[6-amino-5-[(1R,5S)-8-[4-fluoro-3-(4-piperidyloxy)phenyl]-3,8-diazabicyclo[3.2.1]octan-3-yl]pyridazin-3-yl]phenol NC1=C(C=C(N=N1)C1=C(C=CC=C1)O)N1C[C@H]2CC[C@@H](C1)N2C2=CC(=C(C=C2)F)OC2CCNCC2